(S)-7-bromo-6'-chloro-8'-(difluoromethoxy)-8-fluoro-3'h-spiro[chroman-4,2'-imidazo[1,2-a]pyridine] BrC1=CC=C2C(=C1F)OCC[C@]21N=C2N(C=C(C=C2OC(F)F)Cl)C1